BrC=1C=CC2=C(NC(=N2)C2=CC(=CC=C2)[C@H](CC2=NN=CN2C)C)C1C(F)(F)F (S)-6-bromo-2-(3-(1-(4-methyl-4H-1,2,4-triazol-3-yl)propan-2-yl)phenyl)-7-(trifluoromethyl)-1H-benzo[d]imidazole